C(C1=CC=CC=C1)C(C(=O)OC)C(=O)NC1=CC=C(C=C1)S(=O)(=O)Cl methyl 2-benzyl-3-((4-(chlorosulfonyl)phenyl)amino)-3-oxopropanoate